tert-butyl 2-[8-[tert-butoxycarbonyl(2-cyanoallyl) amino]-7-methoxycarbonyl-2-naphthyl]pyrimidine-4-carboxylate C(C)(C)(C)OC(=O)N(C=1C(=CC=C2C=CC(=CC12)C1=NC=CC(=N1)C(=O)OC(C)(C)C)C(=O)OC)CC(=C)C#N